COCCC(=O)N1CC=2CN(CC2C1)S(=O)(=O)C=1C=CC2=C(N(CCO2)C)C1 3-Methoxy-1-{5-[(4-methyl-3,4-dihydro-2H-1,4-benzoxazin-6-yl)sulfonyl]-1H,2H,3H,4H,5H,6H-pyrrolo[3,4-c]pyrrol-2-yl}propan-1-one